C(C)OC(C(=C)C)=O.N1C=NC(=C1)C=O (4-imidazole-formaldehyde) ethyl-methacrylate